BrC=1N=C(N2C1C(=NC=C2)N)CC 1-bromo-3-ethylimidazo[1,5-a]pyrazin-8-amine